6-(trifluoromethyl)imidazolo[1,2-a]pyridin FC(C=1C=CC=2N(C1)C=CN2)(F)F